1-[6-(2-HYDROXYPHENYL)PYRIDAZIN-4-YL]-4-PHENYL-N-[(1R,4R)-4-[(8-{4-[(3RS)-2,6-DIOXOPIPERIDIN-3-YL]PHENYL}-1-OXA-8-AZASPIRO[4.5]DECAN-3-YL)AMINO]CYCLOHEXYL]PIPERIDINE-4-CARBOXAMIDE OC1=C(C=CC=C1)C1=CC(=CN=N1)N1CCC(CC1)(C(=O)NC1CCC(CC1)NC1COC2(C1)CCN(CC2)C2=CC=C(C=C2)[C@@H]2C(NC(CC2)=O)=O)C2=CC=CC=C2 |r|